6-amino-N-(6-(2,6-dimethylphenyl)-5-(trifluoromethyl)pyridin-2-yl)pyridine-2-sulfonamide NC1=CC=CC(=N1)S(=O)(=O)NC1=NC(=C(C=C1)C(F)(F)F)C1=C(C=CC=C1C)C